Furan-2-ylmethyl-(2-piperidin-1-yl-ethyl)-amine O1C(=CC=C1)CNCCN1CCCCC1